C12=C(C(=C(C(=C1Cl)Cl)Cl)Cl)C3=NC4=NC(=NC5=C6C(=C(N5)N=C7C8=C(C(=C(C(=C8Cl)Cl)Cl)Cl)C(=N7)N=C2N3)C(=C(C(=C6Cl)Cl)Cl)Cl)C9=C4C(=C(C(=C9Cl)Cl)Cl)Cl hexadecachlorophthalocyanine